9,20,23,34-tetraoxo-10,19,24,33-tetraoxadotetracontane-21-sulfonic anhydride O=C(CCCCCCCC)OCCCCCCCCOC(C(CC(OCCCCCCCCOC(CCCCCCCC)=O)=O)S(=O)(=O)OS(=O)(=O)C(C(OCCCCCCCCOC(CCCCCCCC)=O)=O)CC(OCCCCCCCCOC(CCCCCCCC)=O)=O)=O